NCC[Si](O[Si](O[Si](O[Si](C)(C)CCN)(C)C)(C)C)(C)C 1,7-bis(2-aminoethyl)-1,1,3,3,5,5,7,7-octamethyltetrasiloxane